C(C)(=O)NC1=NNC=C1 3-acetamido-1H-pyrazole